NC1=CC=C(OC2(CCN(CC2)C(C(F)(F)F)=O)C)C=C1 1-(4-(4-aminophenoxy)-4-methylpiperidin-1-yl)-2,2,2-trifluoroethan-1-one